C(C)(C)N1N=C(C=C1)C=1C(=C2C(=NC(=NN2C1)C=1N(C=CN1)C)NC1=CC(=NC=N1)OCCO)C 2-((6-((6-(1-Isopropyl-1H-pyrazol-3-yl)-5-methyl-2-(1-methyl-1H-imidazol-2-yl)pyrrolo[2,1-f][1,2,4]triazin-4-yl)amino)pyrimidin-4-yl)oxy)ethan-1-ol